OC1=C(C(=O)C2=C(C=CC=C2)O)C=CC(=C1)OCCO 2,2'-dihydroxy-4-(2-hydroxyethoxy)benzophenone